N1CC(C1)C(=O)N1CCC(CC1)CN(C(OC(C)(C)C)=O)C[C@@H](C1=C2C=CC(NC2=C(C=C1)O)=O)O[Si](C)(C)C(C)(C)C tert-Butyl (R)-((1-(azetidine-3-carbonyl)piperidin-4-yl)methyl)(2-((tertbutyldimethylsilyl)oxy)-2-(8-hydroxy-2-oxo-1,2-dihydroquinolin-5-yl)ethyl)carbamate